[(phenyl)(biphenylyl)triazinyl]dibenzothiophene C1(=CC=CC=C1)C1=C(C(=NN=N1)C1=CC=CC=2SC3=C(C21)C=CC=C3)C3=C(C=CC=C3)C3=CC=CC=C3